I.C(C)N(CC)CC triethylamine hydroiodic acid salt